3-(phenylcarbamoyl)-phenylboronic acid C1(=CC=CC=C1)NC(=O)C=1C=C(C=CC1)B(O)O